N-[4-(4-fluoro-1H-pyrazol-1-yl)-3-sulfamoylphenyl]-2-(2-methylphenyl)acetamide FC=1C=NN(C1)C1=C(C=C(C=C1)NC(CC1=C(C=CC=C1)C)=O)S(N)(=O)=O